N1=CN=C(C2=C1NC=C2)NCCNCC2=C(C(=C(C(=C2S(=O)(=O)C)F)F)F)F N1-(7H-pyrrolo[2,3-d]pyrimidin-4-yl)-N2-(2,3,4,5-tetrafluoro-6-(methyl-sulfonyl)benzyl)ethane-1,2-diamine